(6-methoxy-6'-(morpholinomethyl)-[2,3'-bipyridyl]-5-yl)-5-methyl-3-phenylisoxazole-4-carboxamide COC1=C(C=CC(=N1)C=1C=NC(=CC1)CN1CCOCC1)NC(=O)C=1C(=NOC1C)C1=CC=CC=C1